ClC1=CC=2C=3C=CC(=CC3N(C(N(C2N=C1)CC)=O)C1=C(C=C(C=C1F)NCCN[C@H](C(=O)O)C)F)C#N (2S)-2-({2-[(4-{4-chloro-13-cyano-8-ethyl-9-oxo-6,8,10-triazatricyclo[9.4.0.02,7]pentadeca-1(11),2(7),3,5,12,14-hexaen-10-yl}-3,5-difluorophenyl)amino]ethyl}amino)propanoic acid